ethylene triphenyl-phosphine salt C1(=CC=CC=C1)P(C1=CC=CC=C1)C1=CC=CC=C1.C=C